1-((5-(aminomethyl)-1-(3-(methylsulfonyl)propyl)-1H-benzo[d]imidazol-2-yl)methyl)-3-methyl-4,6-difluoro-1,3-dihydro-2H-benzo[d]imidazol-2-one NCC1=CC2=C(N(C(=N2)CN2C(N(C3=C2C=C(C=C3F)F)C)=O)CCCS(=O)(=O)C)C=C1